CC(C)(C)C=1C=C(CC(C(=O)O)C)C=C(C1O)C(C)(C)C 3,5-bis(1,1-dimethylethyl)-4-hydroxybenzyl-propionic acid